4-(2-hydroxyethyl)-3,4-dihydroisoquinoline-2(1H)-formic acid tert-butyl ester C(C)(C)(C)OC(=O)N1CC2=CC=CC=C2C(C1)CCO